N1=CC=CC2=CC(=CC=C12)C(C)N 1-quinolin-6-yl-ethylamine